Cl.CN1C2=C(N(C3=C(C1=O)C=CC=C3)C)N=CN=C2 5,11-dimethyl-5,11-dihydro-6H-benzo[e]pyrimido[5,4-b][1,4]diazepin-6-one, hydrochloride